C(C)(=O)O[C@H](C(=O)N(C)[C@]1(C(CCCC1)=O)C1=C(C=CC=C1)Cl)C (S)-1-(((S)-1-(2-chlorophenyl)-2-oxocyclohexyl) (methyl) amino)-1-oxoprop-2-yl acetate